[Na+].C(CCCCCCCCCCC)(=O)N[C@@H](C)C(=O)[O-] N-lauroyl-alanine sodium salt